3-butyl-3-methyl-2,4-pentanediol benzoate mesitylglyoxylate C1(=C(C(=CC(=C1)C)C)C(C(=O)OC(C(C(C)OC(C1=CC=CC=C1)=O)(C)CCCC)C)=O)C